tert-Butyl (R)-1-((2-(3-bromo-2-methylphenyl)-7-carbamoylbenzo[d]oxazol-5-yl)methyl)pyrrolidine-3-carboxylate BrC=1C(=C(C=CC1)C=1OC2=C(N1)C=C(C=C2C(N)=O)CN2C[C@@H](CC2)C(=O)OC(C)(C)C)C